C(C)(C)(C)OC(=O)N1CCC(CC1)OCC1CC(C1)OC1CCN(CC1)C(=O)OCC1=CC=CC=C1.BrC=1C=C(C=CC1)C=1N=C(SC1)NC=1OC=C2C=CC=CC12 3-((4-(3-Bromophenyl)thiazol-2-yl)amino)isobenzofuran tert-butyl-4-[[3-[(1-benzyloxycarbonyl-4-piperidyl)oxy]cyclobutyl]methoxy]piperidine-1-carboxylate